2,4-di-t-butylphenyl phosphate P(=O)(OC1=C(C=C(C=C1)C(C)(C)C)C(C)(C)C)([O-])[O-]